COC1=CC=2N(C=C1C(=O)NC1=NC=CC=C1)C=C(N2)C2CCOCC2 7-methoxy-N-(pyridin-2-yl)-2-(tetrahydro-2H-pyran-4-yl)imidazo[1,2-a]pyridine-6-carboxamide